CN1C(N(CC1)C1=C(C(=CC=C1)[N+](=O)[O-])N[C@@H](CCCCNC(OC(C)(C)C)=O)C)=O tert-butyl (R)-(5-((2-(3-methyl-2-oxoimidazolidin-1-yl)-6-nitrophenyl)amino)hexyl)carbamate